ClC1=NC=C(C(=N1)N1C[C@@H](CC1)CNC(=O)OC(C)(C)C)OCCNC(OC(C)(C)C)=O tert-butyl N-[2-[2-chloro-4-[(3S)-3-[(tert-butoxycarbonylamino)methyl]pyrrolidin-1-yl]pyrimidin-5-yl]oxyethyl]carbamate